CC1=C(C=NN1)C1=CC=2N=C(NC(C2S1)=O)[C@H]1N(CCC1)C(=O)OC(C)(C)C tert-butyl (2S)-2-[6-(5-methyl-1H-pyrazol-4-yl)-4-oxo-3,4-dihydrothieno[3,2-d]pyrimidin-2-yl]pyrrolidine-1-carboxylate